NN1CCN(CC1)C(=O)OC(C)(C)C tert-butyl 4-aminopiperazine-1-carboxylate